1-[3-(trifluoromethyl)phenyl]ethyl methanesulfonate CS(=O)(=O)OC(C)C1=CC(=CC=C1)C(F)(F)F